cobalt gold chloride [Au](Cl)(Cl)Cl.[Co]